nonacosan-1-yl eicosanoate C(CCCCCCCCCCCCCCCCCCC)(=O)OCCCCCCCCCCCCCCCCCCCCCCCCCCCCC